ClC1=C(C(=C(C=C1OC)OC)Cl)N1C(N(C2=C(C1)C=NC(=N2)N[C@H]2[C@H](COC2)NC(C(=C)F)=O)CC)=S N-((3R,4S)-4-((6-(2,6-dichloro-3,5-dimethoxyphenyl)-8-ethyl-7-thioxo-5,6,7,8-tetrahydropyrimido[4,5-d]pyrimidin-2-yl)amino)tetrahydrofuran-3-yl)-2-fluoroacrylamide